ClC=1C(=CC2=C(OC(O2)(F)F)C1)CNO N-[(6-chloro-2,2-difluoro-1,3-benzodioxol-5-yl)methyl]hydroxylamine